C(C)(C)(C)OC(COC1=CC2=C(N(C=N2)C2=CC=C(C=C2)NC(=O)OC2=CC=CC=C2)C=C1)=O [1-(4-phenoxycarbonylaminophenyl)-1H-benzimidazol-5-yloxy]-acetic acid tert-butyl ester